C(C)C1=NC=CC=C1NS(=O)(=O)C N-(2-ethylpyridin-3-yl)methanesulfonamide